ClC1=C(C=NC=C1N1CCCC1)C#C 4-chloro-3-ethynyl-5-(pyrrolidin-1-yl)pyridine